CC=1C=C2C(=CN=CC2=CC1)N1CC=2N=C(N=C(C2CC1)N1C[C@@H](NCC1)CC#N)OC[C@H]1N(CCC1)C 2-[(2S)-4-[7-(6-methyl-4-isoquinolyl)-2-[[(2S)-1-methylpyrrolidin-2-yl]methoxy]-6,8-dihydro-5H-pyrido[3,4-d]pyrimidin-4-yl]piperazin-2-yl]acetonitrile